BrC1=NN(C(=C1C(=O)N)NC1=NOC(=C1)C)COCC[Si](C)(C)C 3-bromo-5-[(5-methyl-1,2-oxazol-3-yl)amino]-1-{[2-(trimethylsilyl)ethoxy]methyl}-1H-pyrazole-4-carboxamide